sodium metabisulfite salt S(=O)(=O)([O-])S(=O)[O-].[Na+].[Na+]